C(C)(C)(C)C1OCC12N(CCN(C2)C2=NC1=C(C=C(C=C1C=N2)Br)F)C(=O)O.C(C)(=O)N[C@@](C(C(C)(C)[2H])([2H])[2H])(C(=O)O)[2H] acetyl-leucine-2,3,3,4-d4 tert-butyl-8-(6-bromo-8-fluoroquinazolin-2-yl)-2-oxa-5,8-diazaspiro[3.5]nonane-5-carboxylate